CN1N=CC2=C1NC=NC2=O 1-methyl-7H-pyrazolo[3,4-d]pyrimidin-4-one